FC1(CCC(CC1)C1=NC(=CC(=N1)NC(C1=C(C=C(C=C1)NS(=O)(=O)CCO)N1C[C@@H]2C[C@@]2(CC1)C)=O)C)F N-(2-(4,4-difluorocyclohexyl)-6-methylpyrimidin-4-yl)-4-((2-hydroxyethyl)sulfonamido)-2-((1R,6R)-6-methyl-3-azabicyclo[4.1.0]heptan-3-yl)benzamide